4-(prop-1-en-2-yl)nicotinamide C=C(C)C1=CC=NC=C1C(=O)N